3-(2-amino-[1,2,4]-triazolo[1,5-a]-pyridin-7-yl)-2-fluoro-N-(4-(4-fluorophenyl)-4-hydroxybutan-2-yl)-6-methylbenzamide NC1=NN2C(C=C(C=C2)C=2C(=C(C(=O)NC(C)CC(O)C3=CC=C(C=C3)F)C(=CC2)C)F)=N1